magnesium silicate calcium salt [Ca+2].[Si]([O-])([O-])([O-])[O-].[Mg+2]